C(C)(=O)N1[C@@H](C[C@H](CC1)N1N=CC=2C(=NC=3C(=C(C(=CC3C21)C#N)C2=CC=CC1=CC=CC(=C21)C#N)F)O[C@@H](C)[C@H]2N(CCC2)C)CC#N 1-((2S,4S)-1-Acetyl-2-(cyanomethyl)piperidin-4-yl)-7-(8-cyanonaphthalen-1-yl)-6-fluoro-4-((S)-1-((S)-1-methylpyrrolidin-2-yl)ethoxy)-1H-pyrazolo[4,3-c]quinoline-8-carbonitrile